((1R,3R)-3-(4-(3-carbamoyl-5-(trifluoromethyl) pyridin-2-yl) piperazine-1-carbonyl) cyclobutyl) carbamate C(N)(OC1CC(C1)C(=O)N1CCN(CC1)C1=NC=C(C=C1C(N)=O)C(F)(F)F)=O